N'-(2,4-difluorophenyl)-2-((4-oxo-2-phenyl-4H-benzopyran-3-yl)oxy)acethydrazide FC1=C(C=CC(=C1)F)NNC(COC1=C(OC2=C(C1=O)C=CC=C2)C2=CC=CC=C2)=O